2-benzofuran-1(3H)-one C1(OCC2=C1C=CC=C2)=O